dimethyl 4-((3S,4S)-1-(tert-butoxycarbonyl)-3-hydroxypiperidin-4-yl)phthalate C(C)(C)(C)OC(=O)N1C[C@H]([C@@H](CC1)C=1C=C(C(C(=O)OC)=CC1)C(=O)OC)O